4-((3-((tetrahydro-2H-pyran-2-yl)oxy)propyl)amino)phenethylcarbamic acid tert-butyl ester C(C)(C)(C)OC(NCCC1=CC=C(C=C1)NCCCOC1OCCCC1)=O